FC1CC(C1)C1=CC(=NN1)N 5-(3-fluorocyclobutyl)-1H-pyrazol-3-amine